8-(5-bromothieno[2,3-b]pyridin-4-yl)-2,8-diazaspiro[4.5]decan-1-one BrC=1C(=C2C(=NC1)SC=C2)N2CCC1(CCNC1=O)CC2